ClC=1C=C(C(=O)NC(C)C2=NC(=NN2C2=NC=C(C(=O)N=S(CCC)(=O)CC)C=C2)C)C=C(C1)C(F)(F)F rac-6-(5-(1-(3-chloro-5-(trifluoromethyl)benzamido)ethyl)-3-methyl-1H-1,2,4-triazol-1-yl)-N-(ethyl(oxo)(propyl)-λ6-sulfaneylidene)nicotinamide